2-bromo-6-((4-chlorobenzyl)oxy)naphthalene BrC1=CC2=CC=C(C=C2C=C1)OCC1=CC=C(C=C1)Cl